triethylene glycol diethylhexanoate C(C)C(C(=O)OCCOCCOCCO)(CCCC)CC